C(C)(C)C=1C(=NN(C1C=1C=C(C=2N(C1)N=CN2)OC)COCC[Si](C)(C)C)C2=CN=C(S2)C2CCN(CC2)C(=O)OC(C)(C)C tert-Butyl 4-(5-(4-isopropyl-5-(8-methoxy-[1,2,4]triazolo[1,5-a]pyridin-6-yl)-1-((2-(trimethylsilyl)ethoxy)methyl)-1H-pyrazol-3-yl)thiazol-2-yl)piperidine-1-carboxylate